2-((6-((benzylamino)methyl)imidazo[1,2-a]pyridin-2-yl)methyl)-5-phenyl-2,7-naphthyridin-1(2H)-one C(C1=CC=CC=C1)NCC=1C=CC=2N(C1)C=C(N2)CN2C(C1=CN=CC(=C1C=C2)C2=CC=CC=C2)=O